(1-isopropyl-4-methoxy-2-methyl-imidazo[4,5-c]pyridin-6-yl)boronic acid C(C)(C)N1C(=NC=2C(=NC(=CC21)B(O)O)OC)C